N,N'-(pentacyclo[4.2.0.02,5.03,8.04,7]octane-1,4-diyl)bis[2-(4-chlorophenoxy)-acetamide] C12(C3C4C5(C3C2C5C41)NC(COC4=CC=C(C=C4)Cl)=O)NC(COC4=CC=C(C=C4)Cl)=O